ClC1=CC=C(S1)N1C(=NN=C1C1=NC=C(C=C1)OCC)C1CC(C1)NC(=O)C1=CC=NC2=CC=CN=C12 N-((1r,3r)-3-(4-(5-chlorothien-2-yl)-5-(5-ethoxypyridin-2-yl)-4H-1,2,4-triazol-3-yl)cyclobutyl)-1,5-naphthyridine-4-carboxamide